methyl 5-bromo-2-(3,4-difluorophenyl)-1-ethyl-4-oxo-6-[[3-(trifluoromethyl) pyrazol-1-yl]methyl]pyridine-3-carboxylate BrC=1C(C(=C(N(C1CN1N=C(C=C1)C(F)(F)F)CC)C1=CC(=C(C=C1)F)F)C(=O)OC)=O